4,4,5,5-tetramethyl-2-[9-(1-phenyldibenzofuran-3-yl)dibenzofuran-3-yl]-1,3,2-dioxaborolane CC1(OB(OC1(C)C)C=1C=CC2=C(OC3=C2C(=CC=C3)C=3C=C(C2=C(OC4=C2C=CC=C4)C3)C3=CC=CC=C3)C1)C